trans-4-((4-(1-Isopropyl-2H-pyrazol-4-yl)pyridin-2-yl)((trans-4-(5-methoxy-6-methylpyridin-2-yl)cyclohexyl)methyl)carbamoyl)cyclohexyl 3-(hydroxymethyl)azetidine-1-carboxylate OCC1CN(C1)C(=O)O[C@@H]1CC[C@H](CC1)C(N(C[C@@H]1CC[C@H](CC1)C1=NC(=C(C=C1)OC)C)C1=NC=CC(=C1)C=1CNN(C1)C(C)C)=O